CN(C(C1=C(C=CC=C1)P(C1=CC=CC=C1)C1=CC=CC=C1)[C-]1C(=CC=C1)P(C1=CC=CC=C1)C1=CC=CC=C1)C.[CH-]1C=CC=C1.[Fe+2] 1-[α-(dimethylamino)-2-(diphenylphosphino)benzyl]-2-diphenylphosphinoferrocene